FC1=C(CNC=2C=C3C=CN=C(C3=CC2)N)C=CC(=C1)CO[C@H]1[C@H]2CN(C(C1)C2)C |o1:22,23| N6-(2-fluoro-4-((((4R*,5R*)-2-methyl-2-azabicyclo[2.2.1]heptan-5-yl)oxy)methyl)benzyl)isoquinoline-1,6-diamine